2-(2-(3,8-diazabicyclo[3.2.1]octan-3-yl)-7-(thiazol-2-yl)benzo[d]oxazol-5-yl)propan-2-ol C12CN(CC(CC1)N2)C=2OC1=C(N2)C=C(C=C1C=1SC=CN1)C(C)(C)O